CC1=C(C=C(C(=O)NC2=C(C=C(C=C2)C2CCN(CC2)CCC)C(F)(F)F)C=C1)NC1=NC=CC(=N1)C=1C=NC=CC1 4-Methyl-N-[4-(1-propyl-piperidin-4-yl)-2-trifluoromethyl-phenyl]-3-(4-pyridin-3-yl-pyrimidin-2-ylamino)-benzamide